4-((3-(4-(((3S,4R)-3-fluoro-1-methylpiperidin-4-yl)amino)-1-(2,2,2-trifluoroethyl)-1H-indol-2-yl)prop-2-yn-1-yl)amino)-N-((S)-2-hydroxypropyl)-3-methoxybenzamide F[C@H]1CN(CC[C@H]1NC1=C2C=C(N(C2=CC=C1)CC(F)(F)F)C#CCNC1=C(C=C(C(=O)NC[C@H](C)O)C=C1)OC)C